CC1(CC1)CNC=1N=CC2=C(N1)NC=C2C=2C=CC=1N(N2)C=C(N1)C N-((1-methylcyclopropyl)methyl)-5-(2-methylimidazo[1,2-b]pyridazin-6-yl)-7H-pyrrolo[2,3-d]pyrimidin-2-amine